6-chloro-4-((2S,5R)-2,5-dimethylpiperazin-1-yl)-7-(2-fluoro-6-hydroxyphenyl)-1-(2-isopropyl-4-methylpyridin-3-yl)pyrido[2,3-d]pyrimidin-2(1H)-one ClC1=CC2=C(N(C(N=C2N2[C@H](CN[C@@H](C2)C)C)=O)C=2C(=NC=CC2C)C(C)C)N=C1C1=C(C=CC=C1O)F